COC1=C(C=CC(=C1)OC)CSC1=CC2=C(N=CS2)C=C1 6-[(2,4-Dimethoxyphenyl)methylsulfanyl]-1,3-benzothiazole